CC(CN1C(=NC=C1C1=CC=CC=C1)COCC)C (2-methylpropyl)-2-(ethoxymethyl)-5-phenyl-1H-imidazole